bis(2,6-dichloro-4-nitrophenyl) oxalate C(C(=O)OC1=C(C=C(C=C1Cl)[N+](=O)[O-])Cl)(=O)OC1=C(C=C(C=C1Cl)[N+](=O)[O-])Cl